2-(6-Azaspiro[2.5]oct-1-yl)-1-(2-methoxyethyl)-1H-imidazo[4,5-b]pyridine-6-carboxylic acid methyl ester hydrochloride Cl.COC(=O)C=1C=C2C(=NC1)N=C(N2CCOC)C2CC21CCNCC1